N-[2-[[4-[3-(3,6-dihydro-2H-pyran-5-yl)phenyl]thiazol-2-yl]amino]-2-oxoethyl]-1-methylsulfonyl-pyrrole-3-carboxamide O1CCC=C(C1)C=1C=C(C=CC1)C=1N=C(SC1)NC(CNC(=O)C1=CN(C=C1)S(=O)(=O)C)=O